2-(1-(2-(1-(4-aminophenyl)piperidin-4-ylidene)-2-fluoroethyl)piperidin-4-yl)-N-(6-(difluoromethyl)pyridin-2-yl)-7-isopropoxyimidazo[1,2-a]pyridine-6-carboxamide NC1=CC=C(C=C1)N1CCC(CC1)=C(CN1CCC(CC1)C=1N=C2N(C=C(C(=C2)OC(C)C)C(=O)NC2=NC(=CC=C2)C(F)F)C1)F